OC1=C(C(=O)O)C(=CC(=C1)OC)\C=C\C1=C(C=C(C=C1)OC)OC (E)-2-hydroxy-4-methoxy-6-(2,4-dimethoxystyryl)benzoic acid